ClC=1C(=C(N)C=CC1C)F 3-chloro-2-fluoro-4-methylaniline